C(C)[C@@]12C[C@@]3(C[C@@H](C[C@](C1)(C3)C3=CC=CC=C3)C2)C(=O)O (1R,3S,5S,7R)-3-ethyl-5-phenyl-adamantane-1-carboxylic acid